7-(diethylamino)-N-(12-(hexylamino)dodecyl)-2-oxo-2H-chromene-3-carboxamide C(C)N(C1=CC=C2C=C(C(OC2=C1)=O)C(=O)NCCCCCCCCCCCCNCCCCCC)CC